CN1C(NC2=C1C=CC(=C2)OC2=CC=CC=C2)=O 1-methyl-5-phenoxy-1,3-dihydro-2H-benzo[d]imidazol-2-one